2H-pyrazolo[4,3-c]quinolin-6-amine N=1NC=C2C=NC3=C(C=CC=C3C21)N